3-fluoro-2-hydroxy-5-(1-(3-morpholinophenyl)-1H-pyrazol-4-yl)benzaldehyde FC=1C(=C(C=O)C=C(C1)C=1C=NN(C1)C1=CC(=CC=C1)N1CCOCC1)O